1-cyclopropyl-N-[7-ethoxy-8-fluoro-2-(2-methylsulfonylethyl)imidazo[1,2-a]pyridin-6-yl]-2-oxo-pyridine-3-carboxamide C1(CC1)N1C(C(=CC=C1)C(=O)NC=1C(=C(C=2N(C1)C=C(N2)CCS(=O)(=O)C)F)OCC)=O